C(C)(C)(C)OC(=O)N1CCC=2C3=C(NC(C2C1)=O)SC=C3 5-oxo-4,5,8,9-tetrahydrothieno[2,3-c][2,7]naphthyridine-7(6H)-carboxylic acid tert-butyl ester